4-formamido-3-nitrobenzoic acid C(=O)NC1=C(C=C(C(=O)O)C=C1)[N+](=O)[O-]